NC1=NN2C(C(=CC(=C2)C2=CSC(=C2)C(=O)N[C@@H](CC)C2=CC=C(C=C2)F)C(=O)N[C@H](CC)C)=N1 2-Amino-6-[5-[[[(1S)-1-(4-fluorophenyl)propyl]amino]carbonyl]-3-thienyl]-N-[(1S)-1-methylpropyl][1,2,4]triazolo[1,5-a]pyridine-8-carboxamide